P(=O)(OCN1C(NC(C(=C1)C=1C=C(C=2N(N1)C(=CN2)F)N2CC(C(C2)OC2=CC(=NC=C2)C(F)(F)F)(F)F)=O)=O)(O)O (5-(8-(3,3-difluoro-4-((2-(trifluoromethyl)pyridin-4-yl)oxy)pyrrolidin-1-yl)-3-fluoroimidazo[1,2-b]pyridazin-6-yl)-2,4-dioxo-3,4-dihydropyrimidin-1(2H)-yl)methyl dihydrogen phosphate